BrC=1C=NC(=C(C(=O)NC=2C=C(C=CC2)[S@](=O)(C)=NCCN(C(OC(C)(C)C)=O)C)C1C)N1CCC(CCC1)(F)F tert-butyl (R)-(2-(((3-(5-bromo-2-(4,4-difluoroazepan-1-yl)-4-methylnicotinamido)phenyl)(methyl)(oxo)-λ6-sulfaneylidene)amino)ethyl)(methyl)carbamate